[N+](=O)([O-])C=1C=NN(C1)CCO 2-(4-nitro-1H-pyrazol-1-yl)ethan-1-ol